(dimethylamino)piperidine CN(C)N1CCCCC1